BrC1C2(CC3(CC(CC1C3)(C2)C)C)C(=O)O bromo-5,7-dimethyladamantane-1-carboxylic acid